5-Hydroxy-pentadecanoic acid OC(CCCC(=O)O)CCCCCCCCCC